COC(C1=CC(=C(C(=C1)[N+](=O)[O-])N)N)=O 3,4-diamino-5-nitrobenzoic acid methyl ester